NC=1C=2N(C(=C(N1)C=1C=C(C#N)C=CC1)C1=NC=NC=C1)N=C(C2)Cl 3-(4-amino-2-chloro-7-(pyrimidin-4-yl)pyrazolo[1,5-a]pyrazin-6-yl)benzonitrile